ClC1=NC(=NC(=C1N)Cl)SCCC 4,6-dichloro-5-amino-2-propylsulfanyl-pyrimidine